FC1=CC=C(C=C1)C1=NN(C(=C1O)C)C 3-(4-Fluorophenyl)-1,5-dimethyl-1H-pyrazol-4-ol